pyridine-2,5-dicarboxylic acid difluoride N1=C(C=CC(=C1)C(=O)F)C(=O)F